[Eu].[Pt] platinum europium